FC(C[C@H](C)NC(O[C@H]1C[C@H](CC1)C=1C=NC(=C(C1)Cl)NC1=CC=C(C=C1)S(NC(=O)OC(C)(C)C)(=O)=O)=O)(F)F |&1:8,10| (1RS,3SR)-3-(6-((4-(N-(tert-butoxycarbonyl)sulfamoyl)phenyl)amino)-5-chloropyridin-3-yl)cyclopentyl ((S)-4,4,4-trifluorobutan-2-yl)carbamate